3-[3-(2-Chloro-6-methyl-4-pyridyl)-5-[(2-hydroxy-2-methyl-propyl)amino]pyrazolo[1,5-a]pyrimidin-2-yl]benzonitrile ClC1=NC(=CC(=C1)C=1C(=NN2C1N=C(C=C2)NCC(C)(C)O)C=2C=C(C#N)C=CC2)C